CC(=CCC1=C(C=CC(=C1)C2=C(C=C(C(=C2O)OC)C3=CC=C(C=C3)O)OC)O)C The molecule is a para-terphenyl that is 1,1':4',1''-terphenyl substituted by methoxy groups at positions 3' and 6', a prenyl group at position 3 and hydroxy groups at positions 2', 4 and 4''. Isolated from the fungus, Aspergillus taichungensis, it exhibits cytotoxic activity. It has a role as an antineoplastic agent and an Aspergillus metabolite. It is a para-terphenyl, a dimethoxybenzene and a member of phenols.